COC=1C=C2C(=CC=NC2=CC1OC)OC=1C=NC(=NC1)NC(=O)C1=CN(C=C(C1=O)C1=CC=C(C=C1)F)C(C)C N-(5-((6,7-Dimethoxyquinolin-4-yl)oxy)pyrimidin-2-yl)-5-(4-fluorophenyl)-1-isopropyl-4-oxo-1,4-dihydropyridine-3-carboxamide